2-(1-methyl-1H-imidazol-4-yl)-5-((4-(4-(trifluoromethyl)piperidin-1-yl)phenyl)amino)isoindolin-1-one CN1C=NC(=C1)N1C(C2=CC=C(C=C2C1)NC1=CC=C(C=C1)N1CCC(CC1)C(F)(F)F)=O